13-[7-fluoro-8-(2-triisopropylsilylethynyl)-1-naphthyl]-10-oxa-2,12,16,18,20-pentazapentacyclo[9.7.1.14,7.02,8.015,19]icosa-1(19),11,13,15,17-pentaene-20-carboxylate FC1=CC=C2C=CC=C(C2=C1C#C[Si](C(C)C)(C(C)C)C(C)C)C=1N=C2OCC3C4CCC(CN3C=3N=CN=C(C1)C32)N4C(=O)[O-]